O1C=C(C2=C1C=CC=C2)C2=NC1=C(C=CC(=C1C=C2)O[C@H](C)C2=CC=CC=C2)CC 2-(1-Benzofuran-3-yl)-8-ethyl-5-[(1R)-1-phenylethoxy]quinoline